C1=CC=CC=2C3=CC=CC=C3N(C12)C1=CC=C(C=C1)C1=C(C(=C(C(=C1C1=NC(=CC=C1)C1=CC=CC=C1)C1=CC=C(C=C1)N1C2=CC=CC=C2C=2C=CC=CC12)C1=CC=C(C=C1)N1C2=CC=CC=C2C=2C=CC=CC12)C1=CC=C(C=C1)N1C2=CC=CC=C2C=2C=CC=CC12)C#N 4',6'-bis(4-(9H-carbazol-9-yl)phenyl)-4,4''-di(9H-carbazol-9-yl)-5'-(6-phenylpyridin-2-yl)-[1,1':2',1''-terphenyl]-3'-carbonitrile